C(C)(C)(C)OC(=O)NC1=C(C=CC(=C1)N)NC(CCCCC(=O)NC1=C(C=C(C=C1)N)NC(=O)OC(C)(C)C)=O N,N'-bis(2-tert-butoxycarbonylamino-4-aminophenyl)adipamide